OC[C@H]1OCCN2C3=CC=CC=C3C(C=3C(NC(C3C=3C4=CC=CC=C4N(CC1)C3)=O)=O)=C2 (18S)-18-(hydroxymethyl)-17-oxa-4,14,21-triazahexacyclo[19.6.1.17,14.02,6.08,13.022,27]nonacosa-1(28),2(6),7(29),8,10,12,22,24,26-nonaene-3,5-dione